3-bromo-7-(methoxycarbonyl)-2-methyl-2H-pyrazolo[4,3-b]pyridine 4-oxide BrC=1N(N=C2C1[N+](=CC=C2C(=O)OC)[O-])C